BrC=1C(=C2C(=NC1)NC[C@]21C[C@H](CC1)N1N=NC=C1)Cl |r| (1RS,3SR)-5'-bromo-4'-chloro-3-(1H-1,2,3-triazol-1-yl)-1',2'-dihydrospiro[cyclopentane-1,3'-pyrrolo[2,3-b]pyridine]